CC1=CC(=CC=2NC(=NC21)C2=CC(=CN2)C(=O)C2=C(C=CC=C2)C(F)(F)F)N2CCOCC2 (5-(4-methyl-6-morpholino-1H-benzo[d]imidazol-2-yl)-1H-pyrrol-3-yl)(2-(trifluoromethyl)phenyl)methanone